[6-(2-cyclohexylethoxy)-3-pyridinyl]tetrahydropyran-4-carboxamide C1(CCCCC1)CCOC1=CC=C(C=N1)C1OCCC(C1)C(=O)N